2-(8-bromo-[1,2,4]triazolo[1,5-c]pyrimidin-5-yl)propan-2-ol BrC=1C=2N(C(=NC1)C(C)(C)O)N=CN2